C[C@H]1CC[C@@H](N(C1)C(C(=O)NC=1C=C(C=NC1)C(=O)N)=O)C1=CC=C(C=C1)OC(F)(F)F |r| rac-5-{2-[(2R,5S)-5-methyl-2-[4-(trifluoromethoxy)phenyl]Piperidin-1-Yl]-2-oxoacetamido}Pyridine-3-carboxamide